3-(2-((1H-pyrrolo[2,3-b]pyridin-1-yl)methyl)-8-amino-5-(pyrimidin-4-yl)-[1,2,4]triazolo[1,5-a]pyrazin-6-yl)benzonitrile N1(C=CC=2C1=NC=CC2)CC2=NN1C(C(=NC(=C1C1=NC=NC=C1)C=1C=C(C#N)C=CC1)N)=N2